P(OCCCCCCCC(C)C)(OCC(=NO)N)=O isodecyl (2-amino-2-(hydroxyimino) ethyl) phosphonate